1-(but-3-en-2-ylsulfinyl)-2-(5-(p-tolyl)-1H-imidazol-2-yl)piperidine CC(C=C)S(=O)N1C(CCCC1)C=1NC(=CN1)C1=CC=C(C=C1)C